[6-[(Z)-2-(aminomethyl)-3-fluoro-allyloxy]-1-oxo-3,4-dihydroisoquinolin-2-yl]-N-methyl-acetamide hydrochloride Cl.NC/C(/COC=1C=C2CCN(C(C2=CC1)=O)CC(=O)NC)=C/F